N-acryloxysuccinimide (2R,3S)-5,7-dihydroxy-2-(3,4,5-trihydroxyphenyl)chroman-3-yl-3,4-dihydroxy-5-methoxybenzoate OC1=C2C[C@@H]([C@H](OC2=CC(=C1)O)C1=CC(=C(C(=C1)O)O)O)OC(C1=CC(=C(C(=C1)OC)O)O)=O.C(C=C)(=O)ON1C(CCC1=O)=O